3-(((2R,3R,4R,5R,6R)-3-acetamido-4,5-dihydroxy-6-(hydroxymethyl)tetrahydro-2H-pyran-2-yl)thio)-N-(5-aminopentyl)propanamide C(C)(=O)N[C@H]1[C@H](O[C@@H]([C@@H]([C@@H]1O)O)CO)SCCC(=O)NCCCCCN